(S)-2,2-dimethyl-3-(6-(2-(trifluoromethoxy)phenyl)-4-((3-(trifluoromethyl)phenyl)sulfonyl)-3,4-dihydro-2H-benzo[b][1,4]-oxazin-2-yl)propanoic acid CC(C(=O)O)(C[C@H]1CN(C2=C(O1)C=CC(=C2)C2=C(C=CC=C2)OC(F)(F)F)S(=O)(=O)C2=CC(=CC=C2)C(F)(F)F)C